COC1=NC=CC(=C1)N1C(C(=CC=C1C)C(=O)N)=O 1-(2-methoxypyridin-4-yl)-6-methyl-2-oxopyridine-3-carboxamide